C(C=C)(=O)OCC(=O)OC (Methoxycarbonyl)methyl acrylate